N1CCC(C12CCCC2)O 1-azaspiro[4.4]nonan-4-ol